NC1=CC=C(C=C1)C1CC=2C=CC3=CC=CC=C3C2C=C1 2-(4-aminophenyl)-1H-phenanthrene